C(C)N1C=C(C(C2=CC=CC(=C12)F)=O)S(=O)(=O)N1CCC2(C[C@H](CO2)N(C(OC(C)(C)C)=O)C[C@@H](COC2=CC(=CC=C2)S(=O)(=O)C(C)C)O)CC1 tert-Butyl ((R)-8-((1-Ethyl-8-fluoro-4-oxo-1,4-dihydroquinolin-3-yl)sulfonyl)-1-oxa-8-azaspiro[4.5]decan-3-yl)((S)-2-hydroxy-3-(3-(isopropylsulfonyl)phenoxy) propyl)carbamate